N=1C=NN2C1C=CC(=C2)C2=CC(=NN2C2=NC(=CC=C2)C)CC(=O)NC2=CC(=C(C=C2)OC)F 5-([1,2,4]triazolo[1,5-a]pyridin-6-yl)-N-(3-fluoro-4-methoxyphenyl)-1-(6-methylpyridin-2-yl)-1H-pyrazole-3-carboxyamide